(1S,4S)-5-(7-(3,5-dimethyl-1H-pyrazol-4-yl)-3-(1-(tetrahydro-2H-pyran-2-yl)-1H-pyrazol-5-yl)pyrazolo[1,5-a]pyrimidin-5-yl)-2-oxa-5-azabicyclo[2.2.1]heptane CC1=NNC(=C1C1=CC(=NC=2N1N=CC2C2=CC=NN2C2OCCCC2)N2[C@@H]1CO[C@H](C2)C1)C